1-[2-(2-fluorophenyl)-2-oxoethyl]-[2,2'-bipyridin]-1-ium bromide [Br-].FC1=C(C=CC=C1)C(C[N+]1=C(C=CC=C1)C1=NC=CC=C1)=O